[Na+].C1(=CC=CC=C1)CCCCCCCC(=O)[O-] 8-phenyloctanoic acid sodium salt